N1CCC(CC1)C1=C2C=CC=NC2=C(C=C1)C(F)(F)F 5-(piperidin-4-yl)-8-(trifluoromethyl)quinoline